(cis)-1,3-pentadiene C=C\C=C/C